C(C)(=O)C1=CCC2C3CC=C4CC(CCC4(C3CCC12C)C)CC(=O)[O-] 17-acetyl-10,13-dimethyl-2,3,4,7,8,9,10,11,12,13,14,15-dodecahydro-1H-cyclopenta[a]phenanthrene-3-acetate